FC1=CC(=CC2=CN(N=C12)C)C=1N=CC2=C(N1)C=CN(C2=O)[C@@H]2C[C@@H](NCC2)C 2-(7-fluoro-2-methyl-indazol-5-yl)-6-[(2S,4S)-2-methyl-4-piperidyl]pyrido[4,3-d]pyrimidin-5-one